NC=1C=CC(=C2CN(C(C12)=O)CC(C#N)=C)C1=CC(=CC=C1)C1=CSC=C1 2-[[7-amino-1-oxo-4-[3-(3-thienyl)phenyl]isoindolin-2-yl]methyl]prop-2-enenitrile